O=C1N(C(C2=CC=CC=C12)=O)OCC1N(CC=C1)C(=O)OC(C)(C)C tert-butyl 2-(((1,3-dioxoisoindolin-2-yl) oxy) methyl)-2,5-dihydro-1H-pyrrole-1-carboxylate